ClC=1C=CC=C2[C@H](CCOC12)NC(=O)NC1=NN(C=C1)C=1C=C(C=CC1)C(C)(C)N(C(OC(C)(C)C)=O)C tert-butyl N-[1-[3-[3-[[(4S)-8-chlorochroman-4-yl]carbamoylamino]pyrazol-1-yl]phenyl]-1-methyl-ethyl]-N-methyl-carbamate